C(C1=CC=CC=C1)N1N=C(N=C1)C(=O)N[C@@H]1C(N(C2=C(OC1)C=CC(=C2)C#CC2(CCC2)O)C)=O (S)-1-benzyl-N-(7-((1-hydroxycyclobutyl)ethynyl)-5-methyl-4-oxo-2,3,4,5-tetrahydrobenzo[b][1,4]oxazepin-3-yl)-1H-1,2,4-triazole-3-carboxamide